C(C)(C)(C)OC(=O)N1CC2(C1)C(CCC2=O)F tert-butyl-5-fluoro-8-oxo-2-azaspiro[3.4]octane-2-carboxylate